4-(2-cyclopropyl-4-pyridinyl)piperidine-1-carboxylic acid tert-butyl ester C(C)(C)(C)OC(=O)N1CCC(CC1)C1=CC(=NC=C1)C1CC1